OC(=O)C(F)(F)F.NC=1C2=C(N=CN1)N(C=C2)[C@@H]2S[C@@H]([C@H]([C@H]2O)O)CCC2=CC=C1C=CC(=NC1=C2)N (2R,3R,4S,5R)-2-(4-amino-7H-pyrrolo[2,3-d]pyrimidin-7-yl)-5-(2-(2-aminoquinolin-7-yl)ethyl)tetrahydrothiophene-3,4-diol TFA salt